7-chloro-2,3-dihydro-1H-phenalen-1-one ClC1=C2C=CC=C3CCC(C(C=C1)=C32)=O